2-exo-hydroxy-1-methyl-4-isopropyl-7-oxabicyclo[2.2.1]heptane OC1C2(CCC(C1)(O2)C(C)C)C